FC(CCOCOCC(F)(F)F)(F)F 1,1,1-trifluoro-3-[(2,2,2-trifluoroethoxy)methoxy]propane